3-butynamine C(CC#C)N